1-(tert-butyl)-N-((3-(7-(((3S,4R)-3-fluoropiperidin-4-yl)oxy)-3-(2,2,2-trifluoroethyl)benzo[b]thiophen-2-yl)-1,2,4-oxadiazol-5-yl)methyl)-1H-pyrazole-4-carboxamide C(C)(C)(C)N1N=CC(=C1)C(=O)NCC1=NC(=NO1)C1=C(C2=C(S1)C(=CC=C2)O[C@H]2[C@H](CNCC2)F)CC(F)(F)F